ClC1=NC=2N(C(=C1)NCC1(CCNCC1)C1=CC=CC=C1)C=C(N2)C(F)(F)F 7-Chloro-N-((4-phenylpiperidin-4-yl)methyl)-2-(trifluoromethyl)imidazo[1,2-a]pyrimidin-5-amine